5-(iodomethyl)-1,4-dioxane ICC1OCCOC1